C1(=CC=CC=C1)C1=NC(=CC(=N1)O)O 2-phenyl-4,6-dihydroxypyrimidine